dimethyl-[(7-nitro-1H-indol-2-yl)methyl]amine CN(CC=1NC2=C(C=CC=C2C1)[N+](=O)[O-])C